NC1=NC(=C(C(=C1C#N)C1=CC=C(C=C1)OCC(F)F)C#N)S 2-amino-4-(4-(2,2-difluoro-ethoxy)phenyl)-6-mercaptopyridine-3,5-dicarbonitrile